CC1=CC=C(C=C1)C1=C2C=CC(C(=C3C=CC(=C(C=4C=CC(=C(C5=CC=C1N5)C5=CC=C(C=C5)C)N4)C4=CC=C(C=C4)C)N3)C3=CC=C(C=C3)C)=N2.[Co] cobalt tetra(p-methylphenyl)porphyrin